C(=O)(O)C=1C(=C(C=CC1)Br)F 3-carboxyfluorobromobenzene